(1r,2'S,4S)-4-(3-chloroanilino)-7'-fluoro-2'-[(2R)-2-methyl-3-{[(5S)-5-methyl-5,6,7,8-tetrahydroquinolin-4-yl]oxy}propyl]-2',3'-dihydrospiro[cyclohexane-1,1'-indene]-4-carboxylic acid ClC=1C=C(NC2(CCC3([C@H](CC4=CC=CC(=C34)F)C[C@H](COC3=CC=NC=4CCC[C@@H](C34)C)C)CC2)C(=O)O)C=CC1